[C-]1(C=CC=C1)C=C1C2=CC=CC=C2C=2C=CC=CC12.[CH-]1C=CC=C1.[Fe+2] 9-(ferrocenylmethylene)-9H-fluorene